P(O)(O)O.P(O)(O)O.C(C)(C)(C)C1=C(C=CC(=C1)C(C)(C)C)C(O)(C(CO)(CO)CO)C1=C(C=C(C=C1)C(C)(C)C)C(C)(C)C bis(2,4-di-t-butylphenyl)pentaerythritol di-phosphite